FC1=C(C=CC=C1C[C@@H]1N(CC2(CC2)[C@@H]1NS(=O)(=O)C)C(=O)NCC1(CC1)OC)C1=CC=CC=C1 (6S,7S)-6-((2-fluoro-[1,1'-biphenyl]-3-yl)methyl)-N-((1-methoxycyclopropyl)methyl)-7-(methylsulfonamido)-5-azaspiro[2.4]heptane-5-carboxamide